C(C)OP(OCC)(=O)CCNCCCCCCO 2-(6-hydroxyhexyl-amino)ethyl-phosphonic acid diethyl ester